bismuth N-acetyl-cysteine C(C)(=O)N[C@@H](CS)C(=O)O.[Bi]